FC=1C=C(C=CC1)[C@H](CNC(C[C@@H]1COCCC1)(C)C)O (R)-1-(3-Fluorophenyl)-2-((2-methyl-1-((R)-tetrahydro-2H-pyran-3-yl)-propan-2-yl)amino)ethan-1-ol